3,4-dimethyl-2,5-dicarbonyl-2,5-dihydro-1H-pyrrole-1-carboxylic acid hexyl ester C(CCCCC)OC(=O)N1C(C(=C(C1=C=O)C)C)=C=O